FC=1C(=NC(=NC1)OCC1=CC=C(C=C1)F)N 5-Fluoro-2-[(4-fluorobenzyl)oxy]pyrimidine-4-amin